N-(2-(4-Isopropyl-2-methoxyphenyl)-1,3-dioxo-2,3-dihydro-1H-inden-2-yl)acetamide C(C)(C)C1=CC(=C(C=C1)C1(C(C2=CC=CC=C2C1=O)=O)NC(C)=O)OC